ClP(C1=CC=C(C=C1)C)C1=CC=C(C=C1)C chlorodi-p-tolylphosphane